2'-O-methyl-5'-(R)-methyl-uridine-3'-phosphate P(=O)(O)(O)O[C@H]1[C@H]([C@@H](O[C@@H]1[C@H](O)C)N1C(=O)NC(=O)C=C1)OC